tert-butyl 4-[(1R)-1-(2-pyridyl)ethyl]piperazine-1-carboxylate N1=C(C=CC=C1)[C@@H](C)N1CCN(CC1)C(=O)OC(C)(C)C